C12(CC3CC(CC(C1)C3)C2)NCC=2C=C(CSC3=C1CN(C(C1=CC=C3)=O)C3C(NC(CC3)=O)=O)C=CC2 3-(4-((3-(((adamantan-1-yl)amino)methyl)benzyl)thio)-1-oxoisoindolin-2-yl)piperidine-2,6-dione